N,N'-di-salicylidene-1,2-cyclohexanediamine C(C=1C(O)=CC=CC1)=NC1C(CCCC1)N=CC=1C(O)=CC=CC1